CO[Si](CCCN1C=NCCC1)(OC)OC 1-[3-(trimethoxysilyl)propyl]-1,4,5,6-tetrahydropyrimidine